BrC1=CC=C2C(=CC(=NC2=C1C)C)O 7-bromo-2,8-dimethylquinolin-4-ol